N\C(\C#N)=C\C (2E)-aminobut-2-enenitrile